4-((1S,4S)-2,5-diazabicyclo[2.2.1]hept-2-yl)-N-((7-chloroquinoxalin-6-yl)methyl)pyridin-3-amine [C@@H]12N(C[C@@H](NC1)C2)C2=C(C=NC=C2)NCC=2C=C1N=CC=NC1=CC2Cl